6-(2,6-dichlorophenyl)-2-{[4-(9-methyl-3,9-diaza-spiro[5.5]undec-3-yl)phenyl]amino}imidazo[1,2-a]pyrimido[5,4-e]pyrimidin-5(6H)-one ClC1=C(C(=CC=C1)Cl)N1C=2N(C3=C(C1=O)C=NC(=N3)NC3=CC=C(C=C3)N3CCC1(CC3)CCN(CC1)C)C=CN2